1-(2-methoxyethyl)-2-({4-[2-(3-methoxyphenyl)-2-methyl-1,3-benzodioxol-4-yl]piperidin-1-yl}methyl)-1H-benzimidazole-6-carboxylic acid, formate salt C(=O)O.COCCN1C(=NC2=C1C=C(C=C2)C(=O)O)CN2CCC(CC2)C2=CC=CC=1OC(OC12)(C)C1=CC(=CC=C1)OC